6-{[(1R)-1-(4-chlorophenyl)-7-fluoro-5-[1-hydroxy-1-(1-methyl-1H-pyrazol-4-yl)ethyl]-1-[(1-hydroxycyclopropyl)methoxy]-3-oxo-2,3-dihydro-1H-isoindol-2-yl]methyl}pyridine-3-carbonitrile ClC1=CC=C(C=C1)[C@@]1(N(C(C2=CC(=CC(=C12)F)C(C)(C=1C=NN(C1)C)O)=O)CC1=CC=C(C=N1)C#N)OCC1(CC1)O